[Si](C)(C)(C(C)(C)C)O[C@@H]1CN(CC1)C=1OC=C(N1)C(=O)O (S)-2-(3-((tert-butyldimethylsilyl)oxy)pyrrolidin-1-yl)oxazole-4-carboxylic acid